[3-(1,3-benzothiazol-2-yl)-4-(4-iodobenzoyl)oxy-phenyl]4-iodobenzoate S1C(=NC2=C1C=CC=C2)C=2C=C(C=CC2OC(C2=CC=C(C=C2)I)=O)OC(C2=CC=C(C=C2)I)=O